COC=1C=CC2=C(C=C(O2)NC([O-])=S)C1 5-methoxybenzofuran-2-thiocarbamate